5-chloro-6-cyano-pyridine-3-yl 3-deoxy-3-[4-(4-chloro-thiazol-2-yl)-1H-1,2,3-triazol-1-yl]-2-O-methyl-1-thio-α-D-galactopyranoside ClC=1N=C(SC1)C=1N=NN(C1)[C@@H]1[C@H]([C@@H](SC=2C=NC(=C(C2)Cl)C#N)O[C@@H]([C@@H]1O)CO)OC